Cl.C(C)O (ethanol) HCl